1,3,5-triiodobenzaldehyde IC1(C=O)CC(=CC(=C1)I)I